methyl (2S)-4-methylene-5-oxo-pyrrolidine-1,2-dicarboxylate C=C1C[C@H](N(C1=O)C(=O)OC)C(=O)[O-]